(2S)-3-(3-fluoro-4-hydroxy-phenyl)-2-[4-[[(5-phenyl-2-thienyl)sulfonylamino]methyl]triazol-1-yl]propanehydroxamic acid FC=1C=C(C=CC1O)C[C@@H](C(=O)NO)N1N=NC(=C1)CNS(=O)(=O)C=1SC(=CC1)C1=CC=CC=C1